C(C1=CC=CC=C1)(=O)O[C@H]1[C@@H](OC[C@H]1O)C(=O)OC methyl (2R,3R,4R)-3-(benzoyloxy)-4-hydroxytetrahydrofuran-2-carboxylate